(E)-N-(4-(((4-((2-(aminomethyl)-3-fluoroallyl)oxy)phenyl)sulfonyl)methyl)bicyclo[2.2.2]octan-1-yl)-1-methylcyclopropane-1-carboxamide NC/C(/COC1=CC=C(C=C1)S(=O)(=O)CC12CCC(CC1)(CC2)NC(=O)C2(CC2)C)=C\F